NC1=NC=CC2=CC=C(C=C12)C1C2(C3=CC=CC=C3C1)CCCC2 (1-aminoisoquinolin-7-yl)-2',3'-dihydrospiro[cyclopentane-1,1'-indene]